7-(hydroxymethyl)-3-[(4-methoxyphenyl)methyl]-3-azabicyclo[2.2.1]hept-5-en-2-one OCC1C2C(N(C1C=C2)CC2=CC=C(C=C2)OC)=O